BrC=1C=2C(N=CC1)=CN(N2)C 7-bromo-2-methyl-2H-pyrazolo[4,3-b]pyridine